2-(1-acetyl-4-piperidinyl)-4-[[5-(4-hydroxy-1-piperidinyl)-2-pyridinyl]amino]-6H-1,6-naphthyridin-5-one C(C)(=O)N1CCC(CC1)C1=NC=2C=CNC(C2C(=C1)NC1=NC=C(C=C1)N1CCC(CC1)O)=O